C(C=C)(=O)N1CCN(CC1)C1=C(C(=NC2=C(C=CC=C12)OC1=C2C=NNC2=CC(=C1Cl)F)OC1=C2CN(CC2=CC=C1)C(C)C)C#N 4-(4-Propenoylpiperazin-1-yl)-8-((5-chloro-6-fluoro-1H-indazol-4-yl)oxy)-2-((2-isopropylisoindolin-4-yl)oxy)quinoline-3-carbonitrile